(3S)-1-(5-(5-(1-(1H-pyrrolo[2,3-b]pyridin-4-yl)ethoxy)-1H-indazol-3-yl)pyridin-2-yl)pyrrolidin-3-ol N1C=CC=2C1=NC=CC2C(C)OC=2C=C1C(=NNC1=CC2)C=2C=CC(=NC2)N2C[C@H](CC2)O